C(C1=CC=CC=C1)(C1=CC=CC=C1)N1CCN(CC1)C(=O)C=1C=C2CN(C(C2=CC1F)=O)C1C(NC(CC1)=O)=O 3-(5-(4-benzhydryl-piperazine-1-carbonyl)-6-fluoro-1-oxoisoindolin-2-yl)piperidine-2,6-dione